S(=O)(=O)(OC[C@H]([C@H]([C@@H]([C@H](C(=O)NCCCN(CCCCC)CCCC)O)O)O)O)[O-].[Na+] Sodium (2R,3R,4S,5R)-6-((3-(butyl(pentyl)amino)propyl)amino)-2,3,4,5-tetrahydroxy-6-oxohexyl sulfate